FC1=C(OC=2C=C3C(N(C=NC3=CC2)C2CC3(C2)CCN(CC3)C(=O)OC(C)(C)C)=O)C(=CC=C1NS(N(C)CCO)(=O)=O)F tert-butyl 2-[6-[2,6-difluoro-3-[[2-hydroxyethyl(methyl)sulfamoyl]amino]phenoxy]-4-oxo-quinazolin-3-yl]-7-azaspiro[3.5]nonane-7-carboxylate